BrC=1N=NN(C1CC1=CC=C(C=C1)Cl)C 4-bromo-5-(4-chlorobenzyl)-1-methyl-1H-1,2,3-triazole